O=C1C(=C2N(C=3N=C(N=CC31)N3CCC1(CCNC1)CC3)C3=C(S2)C=CC=C3)C(=O)O 5-oxo-2-(2,8-diazaspiro[4.5]decan-8-yl)-5H-benzo[4',5']-thiazolo[3',2':1,6]pyrido[2,3-d]pyrimidine-6-carboxylic acid